C12=C(C=CC3=C1CCCCCC3)C(=O)OC2=O 5,6,7,8,9,10-hexahydrobenzocyclooctene-1,2-dicarboxylic anhydride